Phenylphosphonyl Dichloride C1=CC=C(C=C1)P(=O)(Cl)Cl